C(C)(C)(C)C1=C(C=C(C(=C1)OCCOC)C(C)(C)C)OCCOC 2,5-di-tert-butyl-1,4-bis(2-methoxyeth-oxy)benzene